di(2-butyloctyl) 3,4,5,6-tetrabromophthalate BrC1=C(C(C(=O)OCC(CCCCCC)CCCC)=C(C(=C1Br)Br)Br)C(=O)OCC(CCCCCC)CCCC